ClC=1C=C(C=C(C1OC=1C=C2C3(C(NC2=CC1)=O)CCC3)Cl)N3C(=NOC3=O)C(=O)N (3,5-dichloro-4-((2'-oxospiro[cyclobutane-1,3'-indolin]-5'-yl)oxy)phenyl)-5-oxo-4,5-dihydro-1,2,4-oxadiazole-3-carboxamide